CC1=CC=C(C=N1)NC(OC1=CC=CC=C1)=O phenyl (6-methylpyridin-3-yl)carbamate